C(CC)(=O)N([C@@H](CC(C)C)C(=O)O)O N-propionylhydroxyleucine